(S)-1-((S)-1-(6-amino-3-methylpyridazin-4-yl)-2-methoxyethyl)-4-(trifluoromethyl)imidazolidin-2-one NC1=CC(=C(N=N1)C)[C@@H](COC)N1C(N[C@@H](C1)C(F)(F)F)=O